N(N)C=1C=C2CN(C(C2=CC1)=O)C1C(NC(CC1)=O)=O 3-(5-hydrazinyl-1-oxo-3H-isoindol-2-yl)piperidine-2,6-dione